C1(=CCCCC1)N(C(CN1N=C(C=CC1=O)C1=CC=CC=C1)=O)C1CC1 N-(cyclohex-1-en-1-yl)-N-cyclopropyl-2-(6-oxo-3-phenylpyridazin-1(6H)-yl)acetamide